FC1=C(C(=CC(=C1)C=1C=NC2=CC=CC=C2C1)O)N1CC(NS1(=O)=O)=O 5-[2-fluoro-6-hydroxy-4-(3-quinolinyl)phenyl]-1,1-dioxo-1,2,5-thiadiazolidin-3-one